6-(3-amino-5-fluoro-6-(4-(4-isopropylpiperazin-1-yl)phenyl)pyrazin-2-yl)-4-fluoro-3-methylisoquinolin-1(2H)-one NC=1C(=NC(=C(N1)F)C1=CC=C(C=C1)N1CCN(CC1)C(C)C)C=1C=C2C(=C(NC(C2=CC1)=O)C)F